1,1,1,3,3,3-Hexafluoropropan-2-yl 1-(2-(1,1-dioxothiomorpholinyl)-4-(trifluoromethyl) benzyl)-1,8-diazaspiro[4.5]decane-8-carboxylate O=S1(CCN(CC1)C1=C(CN2CCCC23CCN(CC3)C(=O)OC(C(F)(F)F)C(F)(F)F)C=CC(=C1)C(F)(F)F)=O